3-(4-bromo-7-methyl-1-oxoisoindolin-2-yl)piperidine-2,6-dione BrC1=C2CN(C(C2=C(C=C1)C)=O)C1C(NC(CC1)=O)=O